(S)-N-cyclopropyl-N-(4-((4-(2,6-diaminohexanamido)phenyl)carbamoyl)benzyl)-3-oxo-3,4-dihydro-2H-benzo[b][1,4]oxazine-7-carboxamide bis(2,2,2-trifluoroacetate) FC(C(=O)O)(F)F.FC(C(=O)O)(F)F.C1(CC1)N(C(=O)C=1C=CC2=C(OCC(N2)=O)C1)CC1=CC=C(C=C1)C(NC1=CC=C(C=C1)NC([C@H](CCCCN)N)=O)=O